2-methylthio-5'-inosinic acid disodium [Na].[Na].CSC=1N=C(C=2N=CN([C@H]3[C@H](O)[C@H](O)[C@@H](COP(=O)(O)O)O3)C2N1)O